octafluoropentyltriethoxysilane FC(C(C(F)(F)[Si](OCC)(OCC)OCC)(F)F)CC(F)(F)F